N-(6-(5-chloro-7-(cyclopropyl(hydroxy)methyl)-6-fluoro-1H-indazol-4-yl)imidazo[1,2-a]pyrazin-2-yl)acetamide ClC=1C(=C2C=NNC2=C(C1F)C(O)C1CC1)C=1N=CC=2N(C1)C=C(N2)NC(C)=O